6-((1-ethyl-1H-1,2,3-triazol-4-yl)amino)-4-((2-methoxy-3-(pyrimidin-2-yl)phenyl)amino)-N-(methyl-d3)pyridazine-3-carboxamide C(C)N1N=NC(=C1)NC1=CC(=C(N=N1)C(=O)NC([2H])([2H])[2H])NC1=C(C(=CC=C1)C1=NC=CC=N1)OC